FC=1C=C(C=CC1F)N1C(CCCC1=O)C1=NC2=C(N1C=1SC(=CN1)CC(=O)N(C)C)C=CC(=C2)C=2C(=NOC2C)C 2-(2-(2-(1-(3,4-difluorophenyl)-6-oxopiperidin-2-yl)-5-(3,5-dimethylisoxazol-4-yl)-1H-benzo[d]imidazol-1-yl)thiazol-5-yl)-N,N-dimethylacetamide